((1r,4r)-4-(2-methoxyethoxy)cyclohexyl)-2-((trimethylsilyl)ethynyl)-5H-pyrrolo[3,2-d]pyrimidine-4-carboxamide COCCOC1CCC(CC1)N1C=CC=2N=C(N=C(C21)C(=O)N)C#C[Si](C)(C)C